2-[3-(1-fluoro-8-{4-fluoro-2-[(3R)-3-methylmorpholine-4-carbonyl]phenyl}-3-methylimidazo[1,5-a]pyridin-6-yl)azetidin-1-yl]-2-(oxan-4-yl)ethan-1-ol FC=1N=C(N2C1C(=CC(=C2)C2CN(C2)C(CO)C2CCOCC2)C2=C(C=C(C=C2)F)C(=O)N2[C@@H](COCC2)C)C